O1COC2=C1C=CC(=C2)CC(CCC)N 1-(1,3-benzodioxol-5-yl)methyl-butanamine